C(C(=C)C)(=O)OCC[N+](C)(C)CCCS(=O)(=O)[O-] 3-(N-(2-(methacryloyloxy)ethyl)-N,N-dimethylammonio)propanesulfonate